CC(C)CCC[C@@](C)([C@H]1CC[C@H]2[C@@H]3CC=C4C[C@H](CC[C@]4(C)[C@H]3CC[C@]12C)O)O (3β)-Cholest-5-ene-3,20-diol